(5-(3-cyano-5-fluorobenzyl)pyridin-2-yl)-1-ethyl-6-oxo-1,6-dihydropyridazine-3-carboxamide C(#N)C=1C=C(CC=2C=CC(=NC2)C=2C(=NN(C(C2)=O)CC)C(=O)N)C=C(C1)F